3-(ethoxydifluoromethyl)-6-(5-fluoro-6-(2,2,2-trifluoroethoxy)pyridin-3-yl)-[1,2,4]triazolo[4,3-a]pyrazine C(C)OC(C1=NN=C2N1C=C(N=C2)C=2C=NC(=C(C2)F)OCC(F)(F)F)(F)F